(R)-(3-methyl-1-(2-oxo-2-(thiazol-2-ylamino)acetamido)butyl)boronic acid CC(C[C@H](NC(C(NC=1SC=CN1)=O)=O)B(O)O)C